tert-butyl 4-{[5-(ethoxycarbonyl)-3-fluoro-2-(trifluoromethyl) anilino] methyl}-4-fluoropiperidine-1-carboxylate C(C)OC(=O)C=1C=C(C(=C(NCC2(CCN(CC2)C(=O)OC(C)(C)C)F)C1)C(F)(F)F)F